C(CCCCCCCC)(S)S Nonandithiol